(R)-1'-(2-(5-Amino-3-(tetrahydro-2H-pyran-4-yl)-1H-pyrazol-1-yl)acetyl)-6-chloro-5-fluorospiro[benzo[d][1,3]oxazine-4,3'-pyrrolidin]-2(1H)-one NC1=CC(=NN1CC(=O)N1C[C@@]2(CC1)C1=C(NC(O2)=O)C=CC(=C1F)Cl)C1CCOCC1